C1=C(C=CC2=CC=CC=C12)S(=O)(=O)O.C(=O)(OC(C)(C)C)[SiH2]ON1CC=CC=C1 N-Bocsilyloxypyridine 2-naphthalenesulfonate